3-hexenyldimethylmethoxysilane C(CC=CCC)[Si](OC)(C)C